FC(C1=CC=C(C=C1)C1=CC(=CC=2CNSOC21)C)(F)F 8-(4-trifluoromethylphenyl)-6-methyl-3,4-dihydrobenzo[e][1,2,3]oxathiazine